(R)-N-(4-(4-(2-methoxy-ethyl)-2-methylpiperazin-1-yl)pyridin-2-yl)-5-(pyridin-4-yl)thiazolo-[5,4-b]pyridin-2-amine COCCN1C[C@H](N(CC1)C1=CC(=NC=C1)NC=1SC2=NC(=CC=C2N1)C1=CC=NC=C1)C